C(C)(C)(C)OC(NCCOCC(N)C1=NC(=NC=C1Cl)Cl)=O 2-(2,5-dichloropyrimidin-4-yl-(amino)ethoxy)ethylcarbamic acid tert-butyl ester